CC(C[C@@H](C(=O)OCC1=CC=CC=C1)NS(=O)(=O)CC1=CC=CC=C1)C (S)-benzyl 4-methyl-2-(phenylmethylsulfonamido)pentanoate